4-(5-((2-methyl-1-(4-nitrophenyl)-1-oxoprop-2-yl)thio)-1H-tetrazol-1-yl)benzoic acid CC(C(=O)C1=CC=C(C=C1)[N+](=O)[O-])(C)SC1=NN=NN1C1=CC=C(C(=O)O)C=C1